3,5-dichloro-4-ethyl-pyridine 1-oxide ClC=1C=[N+](C=C(C1CC)Cl)[O-]